methyl 5,5-difluorohexanoate FC(CCCC(=O)OC)(C)F